1-(4-(5-(5-((tetrahydro-2H-pyran-4-yl)oxy)-1H-pyrrolo[2,3-b]pyridin-4-yl)pyridin-3-yl)phenyl)pyrrolidin-2-one O1CCC(CC1)OC=1C(=C2C(=NC1)NC=C2)C=2C=C(C=NC2)C2=CC=C(C=C2)N2C(CCC2)=O